C(OC1=C(C=CC=C1)[N+](=O)[O-])([O-])=O nitrophenyl carbonate